2-(5-fluoro-1,3-dihydro-isoindol-2-yl)-8-(1-hydroxyethyl)-3,6-dimethylquinazolin-4-one FC=1C=C2CN(CC2=CC1)C1=NC2=C(C=C(C=C2C(N1C)=O)C)C(C)O